C(OC(CCCO[Si](C)(C)C(C)(C)C)CCCCCC)(OCCCN(C)C)=O 1-((tert-butyldimethylsilyl)oxy)decan-4-yl (3-(dimethylamino)propyl) carbonate